(3-{[2-(4-chlorophenyl)imidazo[1,2-a]pyrimidin-3-yl]methyl}-3,8-diazabicyclo[3.2.1]oct-8-yl)(5-cyclopropyl-1,3-oxazol-4-yl)methanone ClC1=CC=C(C=C1)C=1N=C2N(C=CC=N2)C1CN1CC2CCC(C1)N2C(=O)C=2N=COC2C2CC2